[1-methyl-2-[(S)-phenyl-[(3S)-1,2,3,4-tetrahydropyrido[2,3-b]pyrazin-3-yl]methoxy]ethyl]benzonitrile CC(CO[C@H]([C@@H]1CNC2=C(N1)N=CC=C2)C2=CC=CC=C2)C2=C(C#N)C=CC=C2